C(C1=CC=CC=C1)OC(=O)C1(C(OCC(C1)=C)=O)C1=CC(=CC=C1)C(=O)OC 3-(3-(methoxycarbonyl)phenyl)-5-methylene-2-oxotetrahydro-2H-pyran-3-carboxylic acid benzyl ester